ClC=1C=C(C=CC1Cl)C(CC(C)C)=O 1-(3,4-dichlorophenyl)-3-methylbutan-1-one